ClC1=CC=C(C=C1)[C@@]1(N(C(C2=CC(=CC(=C12)F)C(=O)C=1C=NN(C1)C)=O)CC1=NC=C(C=C1)Cl)O[C@@H]1C[C@H](C1)O (3R)-3-(4-chlorophenyl)-2-((5-chloropyridin-2-yl)methyl)-4-fluoro-3-((1R,3R)-trans-3-hydroxycyclobutoxy)-6-(1-methyl-1H-pyrazole-4-carbonyl)isoindolin-1-one